C1=CC=CC=2C3=CC=CC=C3C(C12)COC(=O)N[C@H](C(=O)O)[C@H](C(NC(C1=CC=CC=C1)(C1=CC=CC=C1)C1=CC=CC=C1)=O)O[Si](C)(C)C(C)(C)C (2S,3R)-2-((((9H-fluoren-9-yl)methoxy)carbonyl)amino)-3-((tert-butyldimethylsilyl)oxy)-4-oxo-4-(tritylamino)butanoic acid